FC1(CC2(CC2)C1)F difluorospiro[2.3]hexan